N-(2-hexyl)pyrrolidone CC(CCCC)N1C(CCC1)=O